CC(C=O)CCCCCCCCCCCCCCCCCCCCCC 2-methyl-1-tetracosanal